3-(4-fluorophenyl)-4-(2-phenylethyl)-5'-(trifluoromethyl)-2'H-1,3'-bipyrazol FC1=CC=C(C=C1)C1=NN(C=C1CCC1=CC=CC=C1)C=1NN=C(C1)C(F)(F)F